CC1(OB(OC1(C)C)C1=CC=2C(=NC=CC2)N1)C (4,4,5,5-tetramethyl-1,3,2-dioxaborolan-2-yl)pyrrolo[2,3-b]pyridin